methyl 2-(4-methoxyphenyl)-2-methyl-propanoate COC1=CC=C(C=C1)C(C(=O)OC)(C)C